ClC1=NC(=CC(=N1)C#N)N1[C@@H](COCC1)C 2-chloro-6-[(3R)-3-methylmorpholin-4-yl]pyrimidine-4-carbonitrile